4,4-difluoro-N-(1-((4-fluorobenzyl)sulfonyl)-1,2,3,4-tetrahydroquinolin-7-yl)benzenesulfonamide FC1(CC=C(C=C1)S(=O)(=O)NC1=CC=C2CCCN(C2=C1)S(=O)(=O)CC1=CC=C(C=C1)F)F